tert-butyl (4-(7-(2,2'-dichloro-4''-formyl-[1,1':3',1''-terphenyl]-3-yl)-[1,2,4]triazolo[4,3-a]pyridin-3-yl)benzyl)-D-prolinate ClC1=C(C=CC=C1C1=CC=2N(C=C1)C(=NN2)C2=CC=C(CN1[C@H](CCC1)C(=O)OC(C)(C)C)C=C2)C2=C(C(=CC=C2)C2=CC=C(C=C2)C=O)Cl